C(C)OC=1C=C(C=CC1)C=1C(=NN(C(C1)=O)CC(=O)NC1CC(C1)(C)O)C(C)C 2-[4-(3-ethoxyphenyl)-6-oxo-3-propan-2-ylpyridazin-1-yl]-N-(cis-3-hydroxy-3-methylcyclobutyl)acetamide